(E)-3-(4-(2-ethoxyvinyl)-3-methyl-2-oxo-2,3-dihydro-1H-benzo[d]imidazol-1-yl)piperidine-2,6-dione C(C)O/C=C/C1=CC=CC=2N(C(N(C21)C)=O)C2C(NC(CC2)=O)=O